BrC1=NC(=CC(=C1OCOC)O[C@@H](CO[Si](C)(C)C(C)(C)C)C)I (R)-2-bromo-4-((1-((tert-butyldimethylsilyl)oxy)prop-2-yl)oxy)-6-iodo-3-(methoxymethoxy)pyridine